NC=1C=CC(=C(C=O)C1)Cl 5-AMINO-2-CHLOROBENZALDEHYDE